α-(cyclohexylsulfonyloxyimino)-cyclohexylacetonitrile C1(CCCCC1)S(=O)(=O)ON=C(C#N)C1CCCCC1